4-chloro-1-((2-(trimethylsilyl)ethoxy)methyl)-1H-pyrazolo[4,3-c]pyridine ClC1=NC=CC2=C1C=NN2COCC[Si](C)(C)C